C(C1=CC=CC=C1)NCC(CCC(C(=O)N)(C)C)O (4-(benzylamino)-3-hydroxybutyl)isobutyramide